3-((3-(trifluoromethyl)phenyl)amino)propanoic acid FC(C=1C=C(C=CC1)NCCC(=O)O)(F)F